CC1(CC1)NCC1=NN2C(C=CC=C2C#N)=C1 [(1-methylcyclopropyl)amino]methylpyrazolo[1,5-a]pyridine-7-carbonitrile